1,3-bis(triethoxysilylethyl)tetramethyldisiloxane C(C)O[Si](OCC)(OCC)CC[Si](O[Si](CC[Si](OCC)(OCC)OCC)(C)C)(C)C